O(C(C)(C)C)C(COC1=CC2=[N+](C3=CC=CC(=C3[N+](=C2C=C1)[O-])O)[O-])=O 2-(tert-butoxyl-2-oxoethoxy)-6-hydroxyphenazine 5,10-dioxide